C1=CC(=CC=2C3=CC=CC=C3C=CC12)O phenanthr-3-ol